6-methoxy-1-methyl-1H,2H,3H,4H,9H-pyrido[3,4-b]indole COC=1C=C2C3=C(NC2=CC1)C(NCC3)C